COC1=C(CNC=2N=CC3=C(N2)C=CS3)C=CC=C1 2-((2-methoxybenzyl)amino)thieno[3,2-d]pyrimidin